ClC1=C(C=CC=C1C1=C(C(=NC=C1)C1=CC(=C(C(=C1)OC)CNCC(C)C)F)Cl)C1=CC=C(C(=N1)OC)CNC[C@H]1CCC(N1)=O (R)-5-((((6-(2-chloro-3-(3-chloro-2-(3-fluoro-4-((isobutylamino)methyl)-5-methoxyphenyl)pyridin-4-yl)phenyl)-2-methoxypyridin-3-yl)methyl)amino)methyl)pyrrolidin-2-one